2-chloro-4-[[4-[[(1S)-2-hydroxy-1-phenyl-ethyl]amino]-5-(5-isopropyl-1,3,4-oxadiazol-2-yl)pyrimidin-2-yl]amino]-N-methyl-benzamide ClC1=C(C(=O)NC)C=CC(=C1)NC1=NC=C(C(=N1)N[C@H](CO)C1=CC=CC=C1)C=1OC(=NN1)C(C)C